ClC1=CC=C(C=C1)C(CC=C)O 1-(4-chlorophenyl)-3-butene-1-ol